NC1=NC=2C=NC(=CC2C2=C1COC2)C(=O)N(CC2=NC=C(C=C2)C(F)(F)F)[C@H](C)C2=NC=CC=N2 4-amino-N-((1R)-1-(2-pyrimidinyl)ethyl)-N-((5-(trifluoromethyl)-2-pyridinyl)methyl)-1,3-dihydrofuro[3,4-c][1,7]naphthyridine-8-carboxamide